CN(C(C(=O)N)(C)C)C 2-(dimethylamino)-2-methylpropanamide